3-(1-methyl-1H-pyrazol-4-yl)-4H-pyridin CN1N=CC(=C1)C1C=NC=CC1